C(C)(C)(C)C1=NC2=CC=C(C=C2C(=C1)N[C@H](C)C1=C(C(=CC=C1)C(F)F)F)N1C[C@@H](CC1)N tert-butyl-6-((R)-3-aminopyrrolidin-1-yl)-N-((R)-1-(3-(difluoromethyl)-2-fluorophenyl)ethyl)quinolin-4-amine